BrC=1C(=C2C(=NC1)NC(=N2)C2=C(N(C(=C2)C)C2=CC=CC=C2)C)N[C@@H]2CN(CC2)S(=O)(=O)CC (S)-6-bromo-2-(2,5-dimethyl-1-phenyl-1H-pyrrol-3-yl)-N-(1-(ethylsulfonyl)pyrrolidin-3-yl)-3H-imidazo[4,5-b]pyridin-7-amine